tert-butyl (2-(6-(4-fluoro-2-(2-(3-(1-hydroxyethyl)-1,5-dimethyl-1H-pyrazol-4-yl)ethoxy)phenyl)imidazo[1,2-a]pyridine-3-yl)ethyl)carbamate FC1=CC(=C(C=C1)C=1C=CC=2N(C1)C(=CN2)CCNC(OC(C)(C)C)=O)OCCC=2C(=NN(C2C)C)C(C)O